C(C1=CC=CC=C1)OC1=C(C=C(C=C1)CCN)OC 2-(4-(benzyloxy)-3-methoxyphenyl)ethan-1-amine